3-((3-((1-(benzyloxycarbonyl)piperidine-4-yl)oxy)-3-oxopropyl)amino)-7-trifluoromethoxy-benzo[e][1,2,4]triazine-1,4-dioxide C(C1=CC=CC=C1)OC(=O)N1CCC(CC1)OC(CCNC=1N=[N+](C2=C([N+]1[O-])C=CC(=C2)OC(F)(F)F)[O-])=O